2,2-dimethyl-6-(1-methyl-1H-pyrazol-4-yl)oxacyclohexan-4-one tert-butyl-N-[[4-[(4-nitrophenoxy)methyl]phenyl]methyl]carbamate C(C)(C)(C)OC(NCC1=CC=C(C=C1)COC1=CC=C(C=C1)[N+](=O)[O-])=O.CC1(OC(CC(C1)=O)C=1C=NN(C1)C)C